COC1=C(C(=CC(=C1)C=1N(C=2C(=NC=CC2)N1)C1COC1)O)O 3-methoxy-5-(1-(oxetan-3-yl)-1H-imidazo[4,5-b]pyridin-2-yl)benzene-1,2-diol